N-{[4-(1H-imidazol-1-yl)phenyl](8-hydroxy-6-methyl-5-nitroquinolin-7-yl)methyl}pentanamide N1(C=NC=C1)C1=CC=C(C=C1)C(NC(CCCC)=O)C1=C(C(=C2C=CC=NC2=C1O)[N+](=O)[O-])C